N1CC(C1)C(=O)N1CC2(CCN(CC2)C2=C(C=C(C=C2)Cl)C(F)(F)F)C=2C=CC(=NC2C1)C=1C(=NC=CC1)OCC azetidin-3-yl-[1'-[4-chloro-2-(trifluoromethyl)phenyl]-2-(2-ethoxypyridin-3-yl)spiro[6,8-dihydro-1,7-naphthyridine-5,4'-piperidine]-7-yl]methanone